(4aR,10aR)-6-(benzyloxy)-1-propyl-1,2,3,4,4a,5,10,10a-octahydrobenzo[g]quinolin-7-yl phosphate P(=O)(OC=1C=CC2=C(C[C@H]3CCCN([C@@H]3C2)CCC)C1OCC1=CC=CC=C1)([O-])[O-]